CC1=NC(=CC(=C1C#N)C)N1N=CC(=N1)CN1C[C@H](NCC1)C=1C(=C2COC(C2=CC1)=O)C (R)-2,4-dimethyl-6-(4-((3-(4-methyl-1-oxo-1,3-dihydroisobenzofuran-5-yl)piperazin-1-yl)methyl)-2H-1,2,3-triazol-2-yl)pyridine-3-carbonitrile